BrC1=CC(=C(C=C1)C1=NN=C(C2=CC=CC=C12)N[C@H]1CNCCC1)OC (R)-4-(4-bromo-2-methoxyphenyl)-N-(piperidin-3-yl)phthalazin-1-amine